CS(=O)(=O)O.CC(C)NC(C)=O N-(propan-2-yl)acetamide methanesulfonate